O=C1[C@H]2[C@@H]3CC[C@H]([C@@H](CCC(=O)O)C)[C@]3([C@H](C[C@@H]2[C@]2(CC[C@H](CC2C1)O)C)O)C 7-keto-3α,12α-dihydroxycholanic acid